ClC1=C(C=CC=C1NC(C1=NC=C(C=C1)CN1C[C@@H](CC1)O)=O)C1=C(C(=CC=C1)NC=1N=CC=C2C=C(C=NC12)CN1C[C@@H](CC1)O)C N-(2-Chloro-3'-((3-(((R)-3-hydroxypyrrolidin-1-yl)methyl)-1,7-naphthyridin-8-yl)amino)-2'-methyl-[1,1'-biphenyl]-3-yl)-5-(((R)-3-hydroxypyrrolidin-1-yl)methyl)picolinamid